(3S,5S)-5-(5-bromothiazol-2-yl)-N-(3-chloro-4-fluorophenyl)-2-methyl-1,2,6-thiadiazinane-3-carboxamide 1,1-dioxide BrC1=CN=C(S1)[C@@H]1C[C@H](N(S(N1)(=O)=O)C)C(=O)NC1=CC(=C(C=C1)F)Cl